C1(=CC=CC=C1)OC1=CC=CC=C1 di-phenyl ether